lithium 2-chloro-4-methylthiophenol salt ClC1=C(C=CC(=C1)C)S.[Li]